COC1=CC2=C(N(C(O2)=O)CCNC(\C=C\C2=CC=C(C=C2)C)=O)C=C1 (E)-N-(2-(6-methoxy-2-oxo-2,3-dihydro-1,3-benzooxazol-3-yl)ethyl)-3-(4-methylphenyl)acrylamide